4-iodo-5-methyl-1-tetrahydrothiopyran-4-yl-pyrazole IC=1C=NN(C1C)C1CCSCC1